C(CCCCCCC\C=C\C=C)O E-9,11-dodecadienol